3-[5-[methyl(4-piperidyl)amino]benzotriazol-1-yl]piperidine-2,6-dione CN(C1=CC2=C(N(N=N2)C2C(NC(CC2)=O)=O)C=C1)C1CCNCC1